OCCCC1CCC(CC1)N1N=C(C=C1)C(=O)NC1C(C(C1(C)C)OC1=CC(=C(C=C1)C#N)Cl)(C)C 1-[4-(3-hydroxypropyl)cyclohexyl]-N-[(1r,3r)-3-(3-chloro-4-cyanophenoxy)-2,2,4,4-tetramethylcyclobutyl]-1H-pyrazole-3-carboxamide